3,5-bis(trifluoromethyl)benzoyl-hydrazine Cyclobutyl-(5-(7-fluoro-4-oxo-3,4-dihydrophthalazin-1-yl)-1H-benzimidazol-2-yl)carbamate C1(CCC1)N(C(O)=O)C1=NC2=C(N1)C=CC(=C2)C2=NNC(C1=CC=C(C=C21)F)=O.FC(C=2C=C(C(=O)NN)C=C(C2)C(F)(F)F)(F)F